O[C@@H]1[C@H](CCCC1)NC(=O)C=1C=C(C=2N(N1)C=CC2)CC2=CC=C(C=C2)Cl N-[(1S,2S)-2-Hydroxycyclohexyl]-4-(4-chlorobenzyl)-pyrrolo[1,2-b]pyridazin-2-carboxamid